N-((5-phenyl-1,3,4-thiadiazol-2-yl)methyl)-1-(pyridin-4-yl)-1H-1,2,3-triazole-4-carboxamide C1(=CC=CC=C1)C1=NN=C(S1)CNC(=O)C=1N=NN(C1)C1=CC=NC=C1